C(CCCCCCCCC(=O)OCCCCCCCCC(C)C)(=O)OCCCCCCCCC(C)C Diisoundecyl DecaneDiate